BrCCCOC1=CC=C(C(=O)NCCCC2=CNC3=CC=C(C=C23)Cl)C=C1 4-(3-bromopropyloxy)-N-(3-(5-chloro-1H-indol-3-yl)propyl)benzamide